C12CN(CC(CC1)N2)C2=NC(=NC1=C(C(=CC=C21)C2=CC=CC1=CC=CC(=C21)Cl)F)OCC2(CC2)CN(C)C 1-(1-(((4-(3,8-diazabicyclo-[3.2.1]octan-3-yl)-7-(8-chloronaphthalen-1-yl)-8-fluoroquinazolin-2-yl)oxy)-methyl)cyclopropyl)-N,N-dimethylmethanamine